BrCC(=O)NCCNC(COCCOCCNC(COCCOCCNC(CCCS(=O)(=O)NC(CCCCCCCCCCCCCCCC1=NN=NN1)=O)=O)=O)=O N-[4-[2-[2-[2-[2-[2-[2-[2-[(2-bromoacetyl)amino]ethylamino]-2-oxo-ethoxy]ethoxy]ethylamino]-2-oxo-ethoxy]ethoxy]ethylamino]-4-oxo-butyl]sulfonyl-16-(1H-tetrazol-5-yl)hexadecanamide